5-(2'-chloro-[1,1'-biphenyl]-2-yl)-9,9-dimethyl-9H-fluorene-2-carbonitrile ClC1=C(C=CC=C1)C1=C(C=CC=C1)C1=C2C=3C=CC(=CC3C(C2=CC=C1)(C)C)C#N